O=C1NC(CCC1N1C(C=2C(=CC=C(C2C1)C(=O)O)C(F)(F)F)=O)=O 2-(2,6-dioxopiperidin-3-yl)-1-oxo-7-(trifluoromethyl)isoindoline-4-carboxylic acid